Ethyl 3-((5-bromo-2-nitropyridin-3-yl)amino)-2-(hydroxymethyl)-2-methylpropanoate BrC=1C=C(C(=NC1)[N+](=O)[O-])NCC(C(=O)OCC)(C)CO